1-propionylquinolin-2(1H)-one C(CC)(=O)N1C(C=CC2=CC=CC=C12)=O